tetrapentyl-ammonium tert-Butyl-(2-((3-methoxy-6-((5-(5-methyl-1H-pyrazol-1-yl)-1,3,4-thiadiazol-2-yl)carbamoyl)-2-oxo-2H-pyran-4-yl)amino)ethyl)carbamate C(C)(C)(C)N(C([O-])=O)CCNC1=C(C(OC(=C1)C(NC=1SC(=NN1)N1N=CC=C1C)=O)=O)OC.C(CCCC)[N+](CCCCC)(CCCCC)CCCCC